6-bromoimidazo[1,5-a]pyridin-3-ol BrC=1C=CC=2N(C1)C(=NC2)O